2-(6-(cyclohexylamino)-4-((1r,3r)-3-methyl-1-(4-methyl-4H-1,2,4-triazol-3-yl)cyclobutyl)pyridin-2-yl)-6-(((1-methylcyclobutyl)amino)methyl)-4-(trifluoromethyl)isoindolin-1-one C1(CCCCC1)NC1=CC(=CC(=N1)N1C(C2=CC(=CC(=C2C1)C(F)(F)F)CNC1(CCC1)C)=O)C1(CC(C1)C)C1=NN=CN1C